C(#N)[C@H]1N(CSC1)C(CNC(=O)C1=CC=NC2=CC=C(C=C12)C1(CC1)C=1C=NC(=CC1)C)=O (R)-N-(2-(4-cyanothiazolidin-3-yl)-2-oxoethyl)-6-(1-(6-methylpyridin-3-yl)-cyclopropyl)quinoline-4-carboxamide